(2S)-ethyl 2-(2-((5Z,8Z,11Z,14Z,17Z)-icosa-5,8,11,14,17-pentaen-1-yloxy)butanamido)-4-methylpentanoate C(CCC\C=C/C\C=C/C\C=C/C\C=C/C\C=C/CC)OC(C(=O)N[C@H](C(=O)OCC)CC(C)C)CC